Cl.Cl.C1N(CCCC12CCNCC2)CC=2C=CC(=C(C#N)C2)F 5-((2,9-Diazaspiro[5.5]undecan-2-yl)methyl)-2-fluorobenzonitrile dihydrochloride